6-{[(1R,2R)-2-Hydroxycyclohexyl]amino}-8-({6-[4-(morpholin-4-sulfonyl)piperazin-1-yl]pyridin-2-yl}amino)imidazo[1,2-b]pyridazin-3-carbonitril O[C@H]1[C@@H](CCCC1)NC=1C=C(C=2N(N1)C(=CN2)C#N)NC2=NC(=CC=C2)N2CCN(CC2)S(=O)(=O)N2CCOCC2